Cl.S(C)(=O)(=O)OC[C@@H]1CNCCO1 (2S)-morpholin-2-ylmethyl mesylate HCl salt